CC1=CC=CC(=N1)C#CC=C1CCN(C2(CCC2)C1)C(=O)OC methyl 8-[3-(6-methylpyridin-2-yl)prop-2-yn-1-ylidene]-5-azaspiro[3.5]nonane-5-carboxylate